2-fluoro-5-mercapto-4-methylphenyl-diethylamine FC1=C(C=C(C(=C1)C)S)N(CC)CC